CC(C(CO)O)CC 3-methyl-1,2-pentanediol